BrC=1C=C(C=2N(C1)N=CC2C#N)O[C@H](C)C2=CC=CC=C2 6-Bromo-4-[(1R)-1-phenylethoxy]pyrazolo[1,5-a]pyridine-3-carbonitrile